aluminum isopropoxide bis(ethyl acetoacetate) C(C)CC(CC(=O)[O-])=O.C(C)CC(CC(=O)[O-])=O.CC([O-])C.[Al+3]